C1(=CC=CC=C1)CCCC(=O)[O-] 4-phenylbutanoic acid anion